methyl 1-(5-((2-fluorobenzyl)oxy)-2,3-dihydro-1H-inden-1-yl)azetidine-3-carboxylate FC1=C(COC=2C=C3CCC(C3=CC2)N2CC(C2)C(=O)OC)C=CC=C1